Distearylphosphit C(CCCCCCCCCCCCCCCCC)OP(OCCCCCCCCCCCCCCCCCC)[O-]